BrC=1N=C(N2C1[C@H](N(CC2)C(=O)C2=CC=C(C=C2)F)C)C2=NC(=NS2)C (R)-(1-Bromo-8-methyl-3-(3-methyl-1,2,4-thiadiazol-5-yl)-5,6-dihydroimidazo[1,5-a]pyrazine-7(8H)-yl)(4-fluorophenyl)methanone